methyl 7-(1,4-dihydroxybutyl)-5,6,7,8-tetrahydro-1,6-naphthyridine-2-carboxylate OC(CCCO)C1NCC=2C=CC(=NC2C1)C(=O)OC